OCCCC#CC1=CC2=C(N(C(N2C)=O)N2CCCCC2)C=C1 [5-(5-hydroxypent-1-ynyl)-3-methyl-2-oxo-benzimidazol-1-yl]Piperidine